FC1=CC2=C(N(C=N2)C2=NC(=CC(=N2)N=S(=O)(C)C)N2[C@@H](COCC2)C)C=C1 (R)-((2-(5-fluoro-1H-benzo[d]imidazol-1-yl)-6-(3-methylmorpholino)-pyrimidin-4-yl)imino)-dimethyl-λ6-sulfanone